COC=1C=C(C=CC1C(=O)N1CCOCC1)NC1=NC=C(C(=N1)NC=1C=CC2=C(NC(O2)=O)C1)C 5-(2-(3-methoxy-4-(morpholine-4-carbonyl)phenylamino)-5-methylpyrimidin-4-ylamino)benzo[d]oxazol-2(3H)-one